OC1(CN(C1)C(CC1=CC=C(C=C1)NC=1N=CC2=C(N1)CN(CC2)C2=C(C1=C(OCCN1C(=O)[O-])N=C2)C)=O)C 7-[2-({4-[2-(3-hydroxy-3-methylazetidin-1-yl)-2-oxoethyl]phenyl}amino)-5H,6H,7H,8H-pyrido[3,4-d]pyrimidin-7-yl]-8-methyl-1H,2H,3H-pyrido[2,3-b][1,4]oxazine-1-carboxylate